NC=1C(=NC(=CC1Cl)OC)C(=O)N 3-amino-4-chloro-6-methoxypicolinamide